S([O-])(O)=O.[Na+].[Na+].[Na+].S([O-])(O)=O.S([O-])(O)=O trisodium bisulphite